COC1=CC=2N(C(C(=C(N2)C(F)(F)F)C2=NN(C=C2)C2=CC=CC=C2)=O)C=C1 8-methoxy-3-(1-phenyl-1H-pyrazol-3-yl)-2-(trifluoromethyl)-4H-pyrido[1,2-a]pyrimidin-4-one